FC=1C=C2C(=CNC(C2=CC1F)=O)[C@@H](C)N(C(=O)C=1C=C2C=CC=CN2C1)C |r| Racemic-N-(1-(6,7-difluoro-1-oxo-1,2-dihydroisoquinolin-4-yl)ethyl)-N-methylindolizine-2-carboxamide